(S)-(4-(4-methylpyrazolo[1,5-a]pyridin-2-yl)-6,7-dihydro-1H-imidazo[4,5-c]pyridin-5(4H)-yl)(5-(5-methylpyridin-2-yl)-1,3,4-oxadiazol-2-yl)methanone CC=1C=2N(C=CC1)N=C(C2)[C@H]2N(CCC1=C2N=CN1)C(=O)C=1OC(=NN1)C1=NC=C(C=C1)C